BrC=1C=C2C=NN(C2=CC1)C1OCCCC1 5-bromo-1-(tetrahydro-2H-pyran-2-yl)-1H-indazole